NCCOCCOCCC1(CC(=C(C(=O)NC=2SC(=CN2)C)C=C1)C)C(=O)N 4-(2-(2-(2-Aminoethoxy)ethoxy)ethyl)-2-methyl-N1-(5-methylthiazol-2-yl)terephthalamide